tert-butyl 4-{[(4S,5S)-7-ethyl-4-(4-fluorophenyl)-6-oxo-1-phenyl-5-[3-(trifluoromethyl) benzamido]-1H,4H,5H,6H,7H-pyrazolo[3,4-b]pyridin-3-yl]methyl}piperazine-1-carboxylate C(C)N1C2=C([C@@H]([C@@H](C1=O)NC(C1=CC(=CC=C1)C(F)(F)F)=O)C1=CC=C(C=C1)F)C(=NN2C2=CC=CC=C2)CN2CCN(CC2)C(=O)OC(C)(C)C